C(C)C(CCCCC)([O-])CC diethylhexanolate